3-(6-bromobenzo[d]thiazol-2-yl)-2-(3-(2-((2-methoxyethyl)amino)ethyl)ureido)-4,7-dihydrothieno[2,3-c]pyridine-6(5H)-carboxylic acid benzyl ester C(C1=CC=CC=C1)OC(=O)N1CC2=C(CC1)C(=C(S2)NC(=O)NCCNCCOC)C=2SC1=C(N2)C=CC(=C1)Br